methyl 3-(8-(4-cyano-2-fluorophenyl)-6,9-dioxo-5-(4-(trifluoromethyl)benzyl)-2,5,8-triazaspiro[3.5]nonan-2-yl)-2-(methylamino)benzoate C(#N)C1=CC(=C(C=C1)N1CC(N(C2(CN(C2)C=2C(=C(C(=O)OC)C=CC2)NC)C1=O)CC1=CC=C(C=C1)C(F)(F)F)=O)F